5-(4-(2-methoxyethyl)piperazin-1-yl)-2-methyl-N-(1-(2-(1-methyl-1H-pyrazol-4-yl)quinolin-4-yl)cyclopropyl)benzamide COCCN1CCN(CC1)C=1C=CC(=C(C(=O)NC2(CC2)C2=CC(=NC3=CC=CC=C23)C=2C=NN(C2)C)C1)C